(4-chlorophenyl)-(pyridin-2-yl)-methanol ClC1=CC=C(C=C1)C(O)C1=NC=CC=C1